NC=1C2=C(N=CN1)C(=NN2COCC[Si](C)(C)C)NC[C@@H](CN2CC1=CC=CC=C1CC2)O (S)-1-((7-amino-1-((2-(trimethylsilyl)ethoxy)methyl)-1H-pyrazolo[4,3-d]pyrimidin-3-yl)amino)-3-(3,4-dihydroisoquinolin-2(1H)-yl)propan-2-ol